BrC=1C=C(C(=NC1)OC(F)F)[N+](=O)[O-] 5-Bromo-2-(difluoromethoxy)-3-nitropyridine